FC(C1=NN(C=C1NC(=O)C=1N=C(SC1)C=1C=NNC1)CC1OCCCC1)F N-[3-(difluoromethyl)-1-(tetrahydro-2H-pyran-2-ylmethyl)-1H-pyrazol-4-yl]-2-(1H-pyrazol-4-yl)-1,3-thiazole-4-carboxamide